FC=1C(=CC=2C3=C(NC(C2C1)=O)COC[C@H]3N(C(C3=CC(=CC=C3)F)=O)C)F (S)-N-(8,9-difluoro-6-oxo-1,4,5,6-tetrahydro-2H-pyrano[3,4-c]isoquinolin-1-yl)-3-fluoro-N-methylbenzamide